FC1=C(CN)C=CC=C1 2-fluorobenzylamine